CN1CC2CCC(C1)N2C(=O)C=2C=C1C(=NC2)NC=C1C1=CC(=NC=C1)N1CCN(CC1)C (3-methyl-3,8-diazabicyclo[3.2.1]octan-8-yl)(3-(2-(4-methylpiperazin-1-yl)pyridin-4-yl)-1H-pyrrolo[2,3-b]pyridin-5-yl)methanone